(3-cyano-5-fluorophenyl)-1,2,2,4,4-pentafluoro-1,2,3,4-tetrahydro-2aH-cyclopenta[cd]inden-2a-yl acetate C(C)(=O)OC12C(C(C=3C=CC=C(C13)C(C2)(F)F)(F)C2=CC(=CC(=C2)F)C#N)(F)F